FC1=CC(=C(C=C1C=1C=NC(=NC1)N1CCOCC1)NC(C1=CC=CC=C1)=O)N1C[C@H](N([C@H](C1)C)C)C N-[4-fluoro-5-(2-morpholin-4-ylpyrimidin-5-yl)-2-[(3R,5S)-3,4,5-trimethylpiperazin-1-yl]phenyl]benzamide